ClC1=CC2=C(N(C(C(N2C)=O)=O)C2CCN(CC2)C2=NC=C(C=N2)C(=O)N(C)C)N=C1 2-(4-(7-chloro-1-methyl-2,3-dioxo-2,3-dihydropyrido[2,3-b]pyrazin-4(1H)-yl)piperidine-1-yl)-N,N-dimethylpyrimidine-5-carboxamide